FC1=CC=C(C=N1)OB(O)O (6-fluoropyridine-3-yl)boric acid